OC1=C(C=CC=C1)C=1N=NC=2NC=3CCN([C@@H](C3C2C1)C)C1CCN(CC1)C1CC2(CN(C2)C(=O)OC(C)(C)C)C1 tert-butyl 6-[4-[(3R)-12-(2-hydroxyphenyl)-3-methyl-4,8,10,11-tetrazatricyclo[7.4.0.02,7]trideca-1(9),2(7),10,12-tetraen-4-yl]-1-piperidyl]-2-azaspiro[3.3]heptane-2-carboxylate